tert-Butyl 8-methyl-3-morpholino-7,8-dihydro-1,6-naphthyridine-6(5H)-carboxylate CC1CN(CC=2C=C(C=NC12)N1CCOCC1)C(=O)OC(C)(C)C